4-[4-[(dimethylamino)methyl]-2,5-dimethoxyphenyl]-2-methyl-5,6,7,8-tetrahydro-2,7-naphthyridin-1-one CN(C)CC1=CC(=C(C=C1OC)C1=CN(C(C=2CNCCC12)=O)C)OC